3-(5-(4-((3-(5-((1r,3r)-3-((5-(5H-pyrido[4,3-b]indol-7-yl)pyridin-2-yl)oxy)cyclobutoxy)pyridin-2-yl)prop-2-yn-1-yl)oxy)piperidin-1-yl)-1-oxoisoindolin-2-yl)piperidine-2,6-dione C1=NC=CC=2NC=3C=C(C=CC3C21)C=2C=CC(=NC2)OC2CC(C2)OC=2C=CC(=NC2)C#CCOC2CCN(CC2)C=2C=C1CN(C(C1=CC2)=O)C2C(NC(CC2)=O)=O